Ethyl 2-(2-chloro-4-((5-oxo-4-(4-(trifluoromethyl)phenyl)-4,5-dihydro-1H-1,2,4-triazol-1-yl)methyl)phenoxy)-2-methylpropionate ClC1=C(OC(C(=O)OCC)(C)C)C=CC(=C1)CN1N=CN(C1=O)C1=CC=C(C=C1)C(F)(F)F